C[N+](CCO)(CCO)CCO methyltri(hydroxyethyl)ammonium